FC1(CCN(CC1)C=1N=C2C(=NC1)NC=C2C2CCN(CC2)C(=O)C2=CC=C(C=C2)OC(F)(F)F)F [4-[2-(4,4-difluoro-1-piperidyl)-5H-pyrrolo[2,3-b]pyrazin-7-yl]-1-piperidyl]-[4-(trifluoromethoxy)phenyl]methanone